CN(CCNC=1C=C(C=CC1)CO[C@H](CO)CCCCCCCCCCCCCCCCCC(F)(F)F)C (2S)-2-[[3-[2-(dimethylamino)ethylamino]phenyl]methoxy]-20,20,20-trifluoro-icosan-1-ol